C1(CCCCCN1SSN1C(CCCCC1)=O)=O N,N'-dithio-di-caprolactam